N1C(=CC=C1)C(=O)O Azoloic acid